CNCCCCCCC(=O)OC methyl 7-methylaminoheptanoate